NC1=CC2=C(N=CN2)C=C1 5-aminobenzimidazole